[(2R,3S,4R,5R)-5-[2-chloro-5-cyano-4-(cyclopentylamino)-pyrrolo[2,3-d]-pyrimidin-7-yl]-3,4-dihydroxy-tetrahydro-furan-2-yl]methoxy-methylphosphonic acid ClC=1N=C(C2=C(N1)N(C=C2C#N)[C@H]2[C@@H]([C@@H]([C@H](O2)COCP(O)(O)=O)O)O)NC2CCCC2